Methyl-4-(5-fluoro-2,2-dimethyl-3-oxo-1,2,3,4-tetrahydro-4aH-pyrimido[1,2-a]quinolin-4a-yl)benzoate COC(C1=CC=C(C=C1)C12N(C3=CC=CC=C3C=C1F)CC(C(N2)=O)(C)C)=O